CN1N=C(C=C1)NC(=O)C1CC12CCN(CC2)C(=O)OC(C(F)(F)F)C(F)(F)F 1,1,1,3,3,3-hexafluoropropan-2-yl (+)-1-((1-methyl-1H-pyrazol-3-yl)carbamoyl)-6-azaspiro[2.5]octane-6-carboxylate